FC1(CN(CCC1OC1=C2C(=NC=NC2=CC=C1)NC1=CC(=C(C=C1)OC=1C=CC=2N(C1)N=CC2)C)C)F 5-((3,3-difluoro-1-methylpiperidin-4-yl)oxy)-N-(3-methyl-4-(pyrazolo[1,5-a]pyridin-6-yloxy)phenyl)quinazolin-4-amine